N-(3-aminopropyl)-N-methylamide NCCC[N-]C